CC=1N=C(C2=C(N1)C1=C(O2)C=CC=C1)N1C(CCC1)C(=O)O (2-methylbenzofuro[3,2-d]pyrimidin-4-yl)pyrrolidine-2-carboxylic acid